C1=C(C=CC2=CC=CC=C12)C=1OC2=CC=CC=C2C(C1)P(=O)(C1=CC=CC=C1)C1=CC=CC=C1 2-(2-naphthyl)-4-(diphenylphosphinoyl)-4H-chromene